[(Z)-dec-4-enyl] hexanedioate C(CCCCC(=O)[O-])(=O)OCCC\C=C/CCCCC